ethyl 6-oxo-5,7-dihydro-4H-benzothiophene-3-carboxylate O=C1CC2=C(C(=CS2)C(=O)OCC)CC1